C1(CC1)C1=NC=NC(=C1C1=NC=C(C(=N1)C(C)(O)C1=CC=C(C=C1)C=1N(C=C(N1)C(F)(F)F)C)OC)OC([2H])([2H])[2H] (4'-cyclopropyl-5-methoxy-6'-(methoxy-d3)-[2,5'-bipyrimidin]-4-yl)-1-(4-(1-methyl-4-(trifluoromethyl)-1H-imidazol-2-yl)phenyl)ethan-1-ol